[N+](=O)([O-])C1=CC2=CN(N=C2C=C1C(=O)OC)C12CC(C1)(C2)N2CCNCC2 methyl 5-nitro-2-(3-(piperazin-1-yl)bicyclo[1.1.1]pentan-1-yl)-2H-indazole-6-carboxylate